CN1CCC(CC1)NC=1N=CC2=C(N1)NC=C2C2=NC=1N(C=C2)N=CC1 N-(1-methylpiperidin-4-yl)-5-(pyrazolo[1,5-a]pyrimidin-5-yl)-7H-pyrrolo[2,3-d]pyrimidin-2-amine